1,3,5-Tri(thien-2-yl)benzene S1C(=CC=C1)C1=CC(=CC(=C1)C=1SC=CC1)C=1SC=CC1